NC1=NC(=C(C=C1O)Cl)OC 2-amino-5-chloro-6-methoxypyridin-3-ol